COC1=NC=CC(=C1)C=1C(=NC=CC1)N 2'-methoxy-[3,4'-bipyridin]-2-amine